C(CCCC)OCC(C)OCC(C)N 1-((1-pentyloxypropan-2-yl)oxy)-propan-2-amine